4-chloro-7-(cyclohexylmethoxy)-1-methyl-1H-indole ClC1=C2C=CN(C2=C(C=C1)OCC1CCCCC1)C